CN(C(C([2H])[2H])([2H])[2H])C N,N-dimethylethan-1-amine-1,1,2,2-d4